The molecule is a beta-Gal-(1->3)-beta-GalNAc-(1->4)-[alpha-Neu5Ac-(2->8)-alpha-Neu5Ac-(2->3)]-beta-Gal-(1->4)-beta-Glc-(1<->1')-Cer in which the ceramide N-acyl group is specified as octadecanoyl. It is a conjugate acid of a beta-Gal-(1->3)-beta-GalNAc-(1->4)-[alpha-Neu5Ac-(2->8)-alpha-Neu5Ac-(2->3)]-beta-Gal-(1->4)-beta-Glc-(1<->1')-Cer(d18:1/18:0)(2-). CCCCCCCCCCCCCCCCCC(=O)N[C@@H](CO[C@H]1[C@@H]([C@H]([C@@H]([C@H](O1)CO)O[C@H]2[C@@H]([C@H]([C@H]([C@H](O2)CO)O[C@H]3[C@@H]([C@H]([C@H]([C@H](O3)CO)O)O[C@H]4[C@@H]([C@H]([C@H]([C@H](O4)CO)O)O)O)NC(=O)C)O[C@@]5(C[C@@H]([C@H]([C@@H](O5)[C@@H]([C@@H](CO)O[C@@]6(C[C@@H]([C@H]([C@@H](O6)[C@@H]([C@@H](CO)O)O)NC(=O)C)O)C(=O)O)O)NC(=O)C)O)C(=O)O)O)O)O)[C@@H](/C=C/CCCCCCCCCCCCC)O